(5S,8S)-N-(2,4-difluoro-benzyl)-5-fluoro-8-hydroxy-8-methyl-5,6,7,8-tetrahydro-quinoline-5-carboxamide FC1=C(CNC(=O)[C@]2(C=3C=CC=NC3[C@@](CC2)(C)O)F)C=CC(=C1)F